5-(ethyl-(tetrahydro-2H-pyran-4-yl)amino)-6-methyl-2-(thiazol-2-yl)indolizine-7-carboxylic acid C(C)N(C=1N2C=C(C=C2C=C(C1C)C(=O)O)C=1SC=CN1)C1CCOCC1